C(C)OC(=O)C=1C(=NC(=NC1)SC)NNCC=C 4-(2-allylhydrazino)-2-(methylthio)pyrimidine-5-carboxylic acid ethyl ester